3-(benzylthio)propionic acid C(C1=CC=CC=C1)SCCC(=O)O